BrC=1C=CC2=C(C(=CS2)CC(=O)OC)C1 Methyl 2-(5-bromobenzothiophen-3-yl)Acetate